CC1(CC1)C1=C(C=CC=C1)C(C(=O)O)N1CC(C1)OCCCCCC1=NC=2NCCCC2C=C1 2-(2-(1-methylcyclopropyl)phenyl)-2-(3-((5-(5,6,7,8-tetrahydro-1,8-naphthyridin-2-yl)pentyl)oxy)azetidin-1-yl)acetic acid